4-((dimethylamino)methyl)-2-ethoxyphenol CN(C)CC1=CC(=C(C=C1)O)OCC